FC1=C2C=CNC2=CC(=C1OC=1C=CC(=C(C1)C=1NC=C(N1)[C@]1(CCOC2=C(C=CC=C12)/C=C/C(=O)OCC)C)F)F ethyl (S,E)-3-(4-(2-(5-((4,6-difluoro-1H-indol-5-yl)oxy)-2-fluorophenyl)-1H-imidazol-4-yl)-4-methylchroman-8-yl)acrylate